C(C)(C)(C)NS(=O)(=O)C1=NNC=C1F N-(tert-butyl)-4-fluoro-1H-pyrazole-3-sulfonamide